11-chloro-3,7-difluorodibenzo[b,f][1,4]oxazepine ClC1=NC2=C(OC3=C1C=CC(=C3)F)C=C(C=C2)F